FC1=C(C#N)C=C(C(=C1)C=1N=C(NC1)C1N(CCCC1)C(C(C)SC)=O)F 2,5-difluoro-4-(2-(1-(2-(methylthio)propionyl)piperidin-2-yl)-1H-imidazol-4-yl)benzonitrile